2-oxo-2-[(2R,5S)-5-methyl-2-(2-tetrahydropyran-4-ylindazol-6-yl)-1-piperidyl]-N-[1-(2-trimethylsilylethoxymethyl)pyrazolo[4,3-c]pyridin-7-yl]acetamide O=C(C(=O)NC=1C2=C(C=NC1)C=NN2COCC[Si](C)(C)C)N2[C@H](CC[C@@H](C2)C)C=2C=CC1=CN(N=C1C2)C2CCOCC2